2-{1-[4-(6-Bromo-7-{[1-(1-methylethyl)piperidin-4-yl]amino}-3H-imidazo[4,5-b]pyridin-2-yl)phenyl]piperidin-4-yl}ethanol BrC=1C(=C2C(=NC1)NC(=N2)C2=CC=C(C=C2)N2CCC(CC2)CCO)NC2CCN(CC2)C(C)C